FC1=CC2=C(CN(CCO2)C2=CC(=C(C(=C2)C)NC(C)=O)C)C=C1 N-(4-(8-fluoro-2,3-dihydrobenzo[f][1,4]oxazepin-4(5H)-yl)-2,6-diMethylphenyl)acetamide